tert-butyl 3-[[1-(4-benzyloxyphenyl) azetidin-3-yl]methyl]azetidine-1-carboxylate C(C1=CC=CC=C1)OC1=CC=C(C=C1)N1CC(C1)CC1CN(C1)C(=O)OC(C)(C)C